F[C@H]1CN(CC[C@H]1NC1=C2C=C(N(C2=CC=C1)CC(F)(F)F)C#CCNC1=C(C=C(C=C1)S(=O)(=O)C)O)C 2-{[3-(4-{[(3S,4R)-3-fluoro-1-methylpiperidin-4-yl]amino}-1-(2,2,2-trifluoroethyl)-1H-indol-2-yl)prop-2-yn-1-yl]amino}-5-methanesulfonylphenol